C1(=CC=CC=C1)C#CC(CCC=C)(O)C=1C=C(C=CC1)C 1-phenyl-3-(m-tolyl)hept-6-en-1-yn-3-ol